C1(CC1)C=1C=NN2C1N=C(C=C2NCC2=CC=C(C=C2)C2=NC=CC=C2)NC2CCNCC2 3-cyclopropyl-N5-(piperidin-4-yl)-N7-(4-(pyridin-2-yl)benzyl)pyrazolo[1,5-a]pyrimidine-5,7-diamine